1-(5-tert-butyl-isoxazol-3-yl)-3-{4-[6-(4-methyl-piperazin-1-yl)-benzoimidazol-1-yl]-phenyl}-urea C(C)(C)(C)C1=CC(=NO1)NC(=O)NC1=CC=C(C=C1)N1C=NC2=C1C=C(C=C2)N2CCN(CC2)C